tert-butyl 3-[[tert-butyl(diphenyl)silyl]oxymethyl]-4-(2-ethoxy-2-oxoethyl)-4-hydroxypiperidine-1-carboxylate [Si](C1=CC=CC=C1)(C1=CC=CC=C1)(C(C)(C)C)OCC1CN(CCC1(O)CC(=O)OCC)C(=O)OC(C)(C)C